nonyl 8-(3-hydroxypropylamino)octanoate OCCCNCCCCCCCC(=O)OCCCCCCCCC